6-((4-cyclopentylpyridin-2-yl)amino)-3-methylpyridine C1(CCCC1)C1=CC(=NC=C1)NC1=CC=C(C=N1)C